COC1=CC=C(C=C1)[C@@H]1N(C[C@H](CC1)C)C(C(=O)NC=1C=C(C=NC1)C(=O)N)=O |r| rac-5-{2-[(2R,5S)-2-(4-Methoxyphenyl)-5-methylpiperidin-1-yl]-2-oxoacetamido}pyridine-3-carboxamide